CC=1N=C2C[C@@H](CN(C2=CC1)C1=CC=C(C=C1)C(F)(F)F)CNC(C)=O |o1:5| (R)- or (S)-N-((6-methyl-1-(4-(trifluoromethyl)phenyl)-1,2,3,4-tetrahydro-1,5-naphthyridin-3-yl)methyl)acetamide